FC=1C(=C(C=CC1F)[C@H]1[C@H](O[C@@H]([C@@H]1C)C)C(=O)NC1=CC(=NC=C1)C(=O)N)OC (2S,3S,4R,5R)-4-[[3-(3,4-difluoro-2-methoxy-phenyl)-4,5-dimethyl-tetrahydrofuran-2-carbonyl]amino]pyridine-2-carboxamide